N1=C(C=CC=C1)C=CC(=O)N 3-(2-pyridinyl)acrylamide